ClC1=CC(=NC(=N1)SC)N1CCOCC1 4-(6-chloro-2-(methylthio)pyrimidin-4-yl)morpholine